tert-Butyl 6-((6-chloropyridazin-3-yl)carbamoyl)-2-azaspiro[3.3]heptane-2-carboxylate ClC1=CC=C(N=N1)NC(=O)C1CC2(CN(C2)C(=O)OC(C)(C)C)C1